FC=1C(=NC=C(C1I)F)NN 3,5-Difluoro-2-hydrazineyl-4-iodopyridine